2-(5-(((7-(3,3-difluoropiperidin-1-yl)-5-isopropyl-5H-pyrrolo[3,2-d]pyrimidin-2-yl)thio)methyl)-2-fluorophenyl)acetic acid FC1(CN(CCC1)C1=CN(C2=C1N=C(N=C2)SCC=2C=CC(=C(C2)CC(=O)O)F)C(C)C)F